1-[2-[2-[tert-butyl(dimethyl)silyl]oxyethyl]-4-iodo-5-isopropoxy-pyrazol-3-yl]ethanone [Si](C)(C)(C(C)(C)C)OCCN1N=C(C(=C1C(C)=O)I)OC(C)C